2,6-di(9H-carbazol-9-yl)-4-(pyridin-4-yl)benzonitrile C1=CC=CC=2C3=CC=CC=C3N(C12)C1=C(C#N)C(=CC(=C1)C1=CC=NC=C1)N1C2=CC=CC=C2C=2C=CC=CC12